dimethylaminopropyl-acrylamide-methyl chloride salt CCl.CN(C)CCCC(C(=O)N)=C